BrC=1N=C(N2C1C(=C(C=C2)Cl)CO)C2=C(C(=CC=C2)F)F (1-bromo-7-chloro-3-(2,3-difluorophenyl)imidazo[1,5-a]pyridin-8-yl)methanol